4-(trimethylsilyl)phenyl-boronic acid C[Si](C1=CC=C(C=C1)B(O)O)(C)C